ClC=1C(=CC(=C(C1)S(=O)(=O)NC1=NC(=CC=C1)F)F)NCC=1C=CC=C2C=CN=CC12 5-chloro-2-fluoro-N-(6-fluoropyridin-2-yl)-4-((isoquinolin-8-ylmethyl)amino)benzenesulfonamide